[Cl-].[Cl-].C[Si](=[Zr+2](C1C(=CC2=C(C(=C(C=C12)C(C)(C)C)OC)C1=CC(=CC(=C1)C)C)C)C1C(=CC2=C(C=3CCCC3C(=C12)C1=CC(=CC(=C1)C)C)C1=CC(=CC(=C1)C)C)C)C trans-dimethylsilylene[2-methyl-4,8-bis(3,5-dimethylphenyl)-1,5,6,7-tetrahydro-s-indacen-1-yl][2-methyl-4-(3,5-dimethylphenyl)-5-methoxy-6-tert-butylinden-1-yl]zirconium dichloride